FC(OC1(CCC1)C(=O)O)(F)F 3-Cis-(trifluoromethoxy)cyclobutanecarboxylic acid